C(C=C)NC(C1=C(C(=C(C(=C1)CC1=C(C(=NC=C1)N)F)F)F)NC1=CC=CC=C1)=O N-allyl-5-((2-amino-3-fluoropyridin-4-yl)methyl)-3,4-difluoro-2-(phenylamino)benzamide